2-[[7-Acetamido-2,2-dimethyl-6-[2-[(E)-3-phenylprop-2-enoyl]phenoxy]-4,4a,6,7,8,8a-hexahydropyrano[3,2-d][1,3]dioxin-8-yl]oxy]propanoic acid C(C)(=O)NC1C(C2OC(OCC2OC1OC1=C(C=CC=C1)C(\C=C\C1=CC=CC=C1)=O)(C)C)OC(C(=O)O)C